C12CC=C(N1)C=C1C=CC(=N1)C=C1C=CC(N1)=CC=1C=CC(N1)=C2 1H-porphyrin